1-(3-chloro-2-pyridyl)-4'-cyano-2'-methyl-6'-methylcarbamoyl-3-{[5-(trifluoromethyl)-2H-tetrazol-2-yl]methyl}pyrazole-5-carboxanilide ClC=1C(=NC=CC1)N1N=C(C=C1C(=O)NC1=C(C=C(C=C1C(NC)=O)C#N)C)CN1N=C(N=N1)C(F)(F)F